(2S,3R)-1-[6-[1-(azetidin-3-yl)pyrazol-4-yl]-5-(trifluoromethyl)imidazo[1,2-a]pyrazin-8-yl]-2-methyl-azetidin-3-ol N1CC(C1)N1N=CC(=C1)C=1N=C(C=2N(C1C(F)(F)F)C=CN2)N2[C@H]([C@@H](C2)O)C